C(C1=CC=CC=C1)OC1=C(C=CC(=C1F)OCC1=CC=CC=C1)C1(COC1)N 3-(2,4-bis(benzyloxy)-3-fluorophenyl)oxetan-3-amine